guaiacolylglycerol C=1(C(O)=C(C=CC1)C(O)C(O)CO)OC